iron cobalt n-decanolate C(CCCCCCCCC)[O-].[Co+2].[Fe+2].C(CCCCCCCCC)[O-].C(CCCCCCCCC)[O-].C(CCCCCCCCC)[O-]